N-(1-methylpiperidin-4-yl)-4-{[6-(6-methylpyridin-2-yl)-2H,3H,4H-pyrido[3,2-b][1,4]-oxazin-8-yl]amino}pyridine-3-carboxamide CN1CCC(CC1)NC(=O)C=1C=NC=CC1NC1=CC(=NC2=C1OCCN2)C2=NC(=CC=C2)C